C1=CC=CC=2OCCOC12 6H,7H-5,8-dioxanaphthalene